OC1(COC1)C1=CC=C(C=C1)C(=O)N1CCC(CC1)NC1=NC=C(C=N1)C(F)(F)F (4-(3-hydroxyoxetan-3-yl)phenyl)(4-((5-(trifluoromethyl)pyrimidin-2-yl)amino)piperidin-1-yl)methanone